OCCN1CCN(CC1)C(=O)C1=CC=C(C=C1)B(O)O [4-[4-(2-hydroxyethyl)piperazin-1-carbonyl]phenyl]boronic acid